ethyl 2-bromo-2-phenylbutyrate BrC(C(=O)OCC)(CC)C1=CC=CC=C1